4-(tert-butyl)-2-(2-methoxy-6-phenyldibenzo[b,d]furan-4-yl)pyridine C(C)(C)(C)C1=CC(=NC=C1)C1=CC(=CC2=C1OC1=C2C=CC=C1C1=CC=CC=C1)OC